O=C1[C@]2(C=3C(=NC=CC3)N1)CC1=C(SC(=C1)C(=O)OCC)C2 Ethyl (R)-2'-oxo-1',2',4,6-tetrahydrospiro[cyclopenta[b]thiophene-5,3'-pyrrolo[2,3-b]pyridine]-2-carboxylate